NCCCNC(CCNC1=NC(=NC(=N1)N(CCC(NCCCN)=O)CCC(=O)NCCCN)N1CCN(CC1)C(CCCC(=O)OCC1=CC=CC=C1)=O)=O benzyl 5-(4-(4-((3-((3-amino propyl)amino)-3-oxo propyl)amino)-6-(bis(3-((3-aminopropyl)amino)-3-oxopropyl)amino)-1,3,5-triazin-2-yl)piperazin-1-yl)-5-oxopentanoate